3-ethynyl-perylene C(#C)C=1C=CC=2C=3C=CC=C4C=CC=C(C5=CC=CC1C52)C43